CN([Si]1(O[SiH](O[SiH](O1)C)C)C)C 2-dimethylamino-2,4,6-trimethylcyclotrisiloxane